NC=1C=CC=2OCCNC2C1 6-aminobenzomorpholine